C(C)OC(=O)[C@H]1C2CCC([C@@H]1NC1=NC(=NN3C1=CC(=C3)COC)Cl)CC2 (1R,2S,3S,4R)-3-((2-chloro-6-(methoxymethyl)pyrrolo[2,1-f][1,2,4]triazin-4-yl)amino)bicyclo[2.2.2]octane-2-carboxylic acid ethyl ester